[Cl-].C(C)O[Ti+](OCC)OCC triethoxytitanium monochloride